(R)-2'-chloro-6-(2-(methoxy-d3)propoxy)-6'-((oxetan-3-ylmethyl)thio)-[3,4'-bipyridine]-3',5'-dicarbonitrile ClC1=NC(=C(C(=C1C#N)C=1C=NC(=CC1)OC[C@@H](C)OC([2H])([2H])[2H])C#N)SCC1COC1